C1(=CC=CC=C1)C1(CC2CCC(C1)N2)NS(=O)(=O)C2=CC=C(C=C2)OC(F)(F)F N-(3-phenyl-8-azabicyclo[3.2.1]octan-3-yl)-4-(trifluoromethoxy)benzenesulfonamide